CC(C)(OC(=O)N[C@H]1[C@@H](C[C@H](CC1)C(=O)O)O[Si](C)(C)C(C)(C)C)C (1S,3R,4R)-4-(1,1-dimethylethoxycarbonylamino)-3-[1,1-dimethylethyl(dimethyl)silyl]oxy-cyclohexanecarboxylic acid